2,7-Diazaspiro[4.5]decane-3,6,8-trione C1NC(CC12C(NC(CC2)=O)=O)=O